(R)-(+)-methyl lactate C([C@H](O)C)(=O)OC